6-(4,4,5,5-tetramethyl-1,3,2-dioxaborolan-2-yl)-3,4-dihydroquinoline-1(2H)-carboxylic acid tert-butyl ester C(C)(C)(C)OC(=O)N1CCCC2=CC(=CC=C12)B1OC(C(O1)(C)C)(C)C